NC=1N=C(SC1C(C1=CC=C(C=C1)OC)=O)N(C1=CC(=C(C=C1)F)Cl)[C@@H](C(=O)N)C (R)-2-(N-[4-Amino-5-(4-methoxybenzoyl)thiazol-2-yl]-3-chloro-4-fluoroanilino)propanamid